1,2-di-decanoyl-sn-glycero-3-phosphorylcholine C(CCCCCCCCC)(=O)OC[C@@H](OC(CCCCCCCCC)=O)COP(=O)(O)OCC[N+](C)(C)C